L-2-chlorophenyl-alanin ClC1=C(C=CC=C1)N[C@@H](C)C(=O)O